N-(tert-butyl)-7-(4-methoxyphenyl)-7H-benzo[d]pyrido[1',2':1,2]imidazo[4,5-f][1,3]diazepin-6-amine C(C)(C)(C)NC=1N(C2=C(C3=C(N1)C=CC=C3)N=C3N2C=CC=C3)C3=CC=C(C=C3)OC